2-(3-Fluoroazetidin-1-yl)-2-oxo-ethyl-3-methyl-6-[2-(trifluoromethyl)-3-thienyl]imidazo[4,5-b]pyridin-2-one FC1CN(C1)C(CC1=C(C=C2C(=N1)N(C(N2)=O)C)C2=C(SC=C2)C(F)(F)F)=O